(S)-(+)-2-Methyl-1-[(4-methyl-5-isoquinolinyl)sulfonyl]homopiperazine 2,2,2-Trifluoroethyl-3-(3-phenyl-1H-indazol-1-yl)propanoate FC(COC(CCN1N=C(C2=CC=CC=C12)C1=CC=CC=C1)=O)(F)F.C[C@@H]1N(CCCNC1)S(=O)(=O)C1=C2C(=CN=CC2=CC=C1)C